(S)-3,5-dichloro-4-(2-(3-(cyclopropylmethoxy)-4-(difluoromethoxy)phenyl)-2-(4-(methylthio)-3-nitrobenzoyloxy)ethyl)pyridine 1-oxide ClC=1C=[N+](C=C(C1C[C@H](OC(C1=CC(=C(C=C1)SC)[N+](=O)[O-])=O)C1=CC(=C(C=C1)OC(F)F)OCC1CC1)Cl)[O-]